(R)-2-(3-chlorophenyl)-2,2-difluoro-1-(pyridin-3-yl)ethyl((S)-1-oxo-1-(((S)-1-oxo-3-((S)-2-oxopyrrolidin-3-yl)propan-2-yl)amino) hexan-2-yl)carbamate ClC=1C=C(C=CC1)C([C@@H](C=1C=NC=CC1)N(C([O-])=O)[C@H](C(N[C@H](C=O)C[C@H]1C(NCC1)=O)=O)CCCC)(F)F